ClC1=NN(C=C1C1=NC=CC(=N1)NC=1N=CC2=C(C=CC(=C2C1)C(C)C)N1[C@@H]([C@H](C1)CS(=O)(=O)C)C)C[C@@H]1OCC1 N-(2-(3-chloro-1-(((R)-oxetan-2-yl)methyl)-1H-pyrazol-4-yl)pyrimidin-4-yl)-5-isopropyl-8-((2R,3s)-2-methyl-3-((methylsulfonyl)methyl)azetidin-1-yl)isoquinolin-3-amine